3-(4,4,5,5-tetramethyl-1,3,2-dioxaborolan-2-yl)phenylpropanoate CC1(OB(OC1(C)C)C=1C=C(C=CC1)OC(CC)=O)C